dodecafluoroundecyl-ammonium FC(C(C(C(C(F)(F)[NH3+])(F)F)(F)F)(F)F)CCCCCC(F)(F)F